propan-1-yl-1H-pyrazole-5-carboxylic acid methyl ester COC(=O)C1=CC=NN1CCC